ClC1=NC(=NC(=C1CC(F)(F)F)OC1=CC=C(C=C1)C1CCN(CC1)C)NS(=O)(=O)C=1C=NN(C1)C N-[4-chloro-6-[4-(1-methyl-4-piperidyl)phenoxy]-5-(2,2,2-trifluoroethyl)pyrimidin-2-yl]-1-methyl-pyrazole-4-sulfonamide